(4-(fluoromethyl)oxazol-5-yl)methanone FCC=1N=COC1C=O